C(C)O[Si](CCCN=C=O)(OCC)OCC 3-(Triethoxysilyl)propyl isocyanat